[6-[3-(1-hydroxycyclopropyl)-1,2,4-triazol-1-yl]-2-azaspiro[3.3]heptan-2-yl]-[6-[(4-methylsulfonylphenyl)methyl]-2-azaspiro[3.3]heptan-2-yl]methanone OC1(CC1)C1=NN(C=N1)C1CC2(CN(C2)C(=O)N2CC3(C2)CC(C3)CC3=CC=C(C=C3)S(=O)(=O)C)C1